CC1(C(OC(O1)=C)=O)C1=CC=CC=C1 5-methyl-2-methylene-5-phenyl-1,3-dioxolan-4-one